C(C)OC(=O)C1=NN2C(N=CC(=C2)C=2C=C3C(=NN(C3=CC2)CC(=O)OC(C)(C)C)C(C)=O)=C1 6-(3-acetyl-1-(2-(tert-butoxy)-2-oxoethyl)-1H-indazol-5-yl)pyrazolo[1,5-a]pyrimidine-2-carboxylic acid ethyl ester